BrC1=CC=C2C=3C=CC(=CC3C(C2=C1)(CCCCCCCCCCCCCCCC)CCCCCCCCCCCCCCCC)C1=CC=C(C=C1)O 4-(7-bromo-9,9-dicetyl-9H-fluoren-2-yl)phenol